[C@H]12CN(C[C@H](CC1)N2)C2=NC(=NC1=C(C(=CC=C21)C2=CC(=CC1=CC=CC=C21)O)F)N2CC1(CC2)CCOCC1 4-(4-((1R,5S)-3,8-diazabicyclo[3.2.1]octan-3-yl)-8-fluoro-2-(8-oxa-2-azaspiro[4.5]decan-2-yl)quinazolin-7-yl)naphthalen-2-ol